3-(3-fluoro-2-(hexahydropyrazino[2,1-c][1,4]oxazin-8(1H)-yl)phenoxy)propan-1-ol FC=1C(=C(OCCCO)C=CC1)N1CC2COCCN2CC1